BrC1=C(NC=2C1=NC=CC2)C2=C(C=NC=C2)OC[C@@H]2N(CCC2)C(=O)OC(C)(C)C tert-butyl (2R)-2-({[4-(3-bromo-1H-pyrrolo[3,2-b]pyridin-2-yl)pyridin-3-yl]oxy}methyl)pyrrolidine-1-carboxylate